CC1=C(C=C(C(=O)OC)C=C1)C1OCCC1 methyl 4-methyl-3-(tetrahydro-2-furanyl)benzoate